FC1(CCN(CC1)C(=O)OC(C)(C)C)C(N(C)OC)=O tert-butyl 4-fluoro-4-(methoxy(methyl)carbamoyl)piperidine-1-carboxylate